ClC1=C(OC2=NC(=NC(=C2CC)C2=C(C=CC=C2)OC(C)C)NS(=O)(=O)C=2C=NN(C2)C)C=CC=C1N1CCN(CC1)C N-[4-[2-chloro-3-(4-methylpiperazin-1-yl)phenoxy]-5-ethyl-6-(2-isopropoxyphenyl)pyrimidin-2-yl]-1-methyl-pyrazole-4-sulfonamide